CON(C(C=CC(CC(CC=CC=CC)C)C)=O)C N-methoxy-N,4,6-trimethyldodeca-2,8,10-trienamide